2-fluoro-4-(trifluorometh-yl)benzaldehyde FC1=C(C=O)C=CC(=C1)C(F)(F)F